FC1(CC(CC1)CN1N=C(C(=C1C(=O)NC1=CC(=CC=C1)S(N)(=O)=O)C)C(F)(F)F)F 1-((3,3-difluorocyclopentyl)methyl)-4-methyl-N-(3-sulfamoylphenyl)-3-(trifluoromethyl)-1H-pyrazole-5-carboxamide